C1(CC1)C1=C(C=C(C(=C1)I)C)N(C(C#CC)=O)C1=CC=C2C(=N1)C(N(C2)[C@@H]2C[C@H](C2)C(=O)O)=O (trans)-3-(2-(N-(2-cyclopropyl-4-iodo-5-methylphenyl)but-2-ynamido)-7-oxo-5H-pyrrolo[3,4-b]pyridin-6(7H)-yl)cyclobutanecarboxylic acid